Tert-butyl (2-(2-cyano-6-fluoro-4-methyl-1H-indol-1-yl)ethyl)carbamate C(#N)C=1N(C2=CC(=CC(=C2C1)C)F)CCNC(OC(C)(C)C)=O